5,5'-bis(trimethylstannyl)-2,2'-bithiophene C[Sn](C1=CC=C(S1)C=1SC(=CC1)[Sn](C)(C)C)(C)C